NC1=NC=C(C=C1C=1C=C2CCNC(C2=CC1F)=O)C1=CC=C(C=C1)N1CCN(CC1)C 6-(2-amino-5-(4-(4-methylpiperazin-1-yl)phenyl)pyridin-3-yl)-7-fluoro-3,4-dihydroisoquinolin-1(2H)-one